bis(butoxy ethoxy ethyl) oxalate C(C(=O)OCCOCCOCCCC)(=O)OCCOCCOCCCC